C[C@@H]1[C@H](NC(O1)=C=O)C(=O)OC methyl (4S,5R)-5-methyl-2-carbonyloxazolidine-4-carboxylate